C1(CC1)N(C1=C(C(=NC=N1)NCC1(CCOCC1)CC(=O)O)F)CC1=CC=C(C=C1)C(F)(F)F 2-[4-[[[6-[cyclopropyl-[[4-(trifluoromethyl)phenyl]methyl]amino]-5-fluoro-pyrimidin-4-yl]amino]methyl]tetrahydropyran-4-yl]acetic acid